4-((2S,3R,5S)-3-(4-fluoro-2-methoxy-3-methylphenyl)-5-(trifluoromethyl)tetrahydrofuran-2-carboxamido)picolinamide FC1=C(C(=C(C=C1)[C@@H]1[C@H](O[C@@H](C1)C(F)(F)F)C(=O)NC1=CC(=NC=C1)C(=O)N)OC)C